Cl.NC=1C(=NC(=CN1)C=1C=NN(C1)C1CCN(CC1)CCCN1CCNCC1)C(=O)O[C@@H](C(=O)NC1=CC(=CC=C1)OC)C1=CC=CC=C1 (R)-2-((3-methoxyphenyl)amino)-2-oxo-1-phenylethyl 3-amino-6-(1-(1-(3-(piperazin-1-yl)propyl)piperidin-4-yl)-1H-pyrazol-4-yl)pyrazine-2-carboxylate hydrochloride